cis-2-(benzyloxy)-1-methylcyclopentan-4,4-d2-1-ol C(C1=CC=CC=C1)O[C@H]1[C@](CC(C1)([2H])[2H])(O)C